1-[2-[6-[3-(Trifluoromethyl)phenyl]pyrazolo[4,3-b]pyridin-1-yl]acetyl]azetidine-3-carbonitrile FC(C=1C=C(C=CC1)C=1C=C2C(=NC1)C=NN2CC(=O)N2CC(C2)C#N)(F)F